C[Si](C=1N=NN(N1)C1=CC=C(C(=O)OC)C=C1)(C)C methyl 4-(5-(trimethylsilyl)-2H-tetrazol-2-yl)benzoate